(R)-1,3,4-triphenyl-monophenyl-1,4,5,7-tetrahydro-6H-pyrazolo[3,4-b]pyridin-6-one C1(=CC=CC=C1)N1N=C(C2=C1N(C(C[C@@H]2C2=CC=CC=C2)=O)C2=CC=CC=C2)C2=CC=CC=C2